C[SiH](OC)OC methyldimeth-oxysilan